C(#N)C1=C(C=CC(=C1)C(F)(F)F)N1CCC(CC1)(C(=O)NC[C@@H](CO)NC)C=1C=CC(=NC1)C=1C(=NC=CC1)OCC 1-[2-cyano-4-(trifluoromethyl)phenyl]-4-{2'-ethoxy-[2,3'-bipyridinyl]-5-yl}-N-[(2S)-3-hydroxy-2-(methylamino)propyl]piperidine-4-carboxamide